1-(4-morpholino-2-(3-(m-tolyl)-1H-pyrazol-1-yl)thieno[3,2-d]pyrimidin-6-yl)ethan-1-ol O1CCN(CC1)C=1C2=C(N=C(N1)N1N=C(C=C1)C=1C=C(C=CC1)C)C=C(S2)C(C)O